1-(2-(4-(((3aR,5R,6aS)-2-((S)-2-hydroxypropanoyl)octahydrocyclopenta[c]-pyrrol-5-yl)amino)-1H-pyrrolo[2,3-b]pyridin-5-yl)thiazol-5-yl)cyclohexane-1-carboxylic acid O[C@H](C(=O)N1C[C@@H]2[C@H](C1)CC(C2)NC2=C1C(=NC=C2C=2SC(=CN2)C2(CCCCC2)C(=O)O)NC=C1)C